(2S,6R)-4-cyclopropyl-2,6-dimethyl-N-pentylpiperazine-1-carboxamide (2S,6R)-tert-Butyl-4-cyclopropyl-2,6-dimethylpiperazine-1-carboxylate C(C)(C)(C)OC(=O)N1[C@H](CN(C[C@H]1C)C1CC1)C.C1(CC1)N1C[C@@H](N([C@@H](C1)C)C(=O)NCCCCC)C